N-((4-((5-chloropyrimidin-2-yl)oxy)-3-methylphenyl)carbamoyl)-4-methoxycyclohexane-1-carboxamide ClC=1C=NC(=NC1)OC1=C(C=C(C=C1)NC(=O)NC(=O)C1CCC(CC1)OC)C